N1(N=CC=C1)C1CN(C1)C(=O)[C@@H]1CC[C@H]2N1C([C@H](CCC2)NC(=O)C2=CC1=C(S2)C=CC(=C1)C(F)P(O)(O)=O)=O ((2-(((3S,6S,9aS)-3-(3-(1H-pyrazol-1-yl)azetidine-1-carbonyl)-5-oxooctahydro-1H-pyrrolo[1,2-a]azepin-6-yl)carbamoyl)benzo[b]thiophen-5-yl)fluoromethyl)phosphonic acid